7-(4-amino-4-methylpiperidin-1-yl)-4-(benzo[d][1,3]dioxazol-5-yl)-1,2-dihydro-3H-pyrrolo[3,4-c]pyridin-3-one NC1(CCN(CC1)C=1C2=C(C(=NC1)C1=CC3=C(ONO3)C=C1)C(NC2)=O)C